BrC(C(=O)C1=CC(=C(C(=C1)Cl)OC)Cl)CC(C)C 2-bromo-1-(3,5-dichloro-4-methoxyphenyl)-4-methylpentan-1-one